COC=1C=C2N=C3CCCCC3=C(C2=CC1OC)NC1CCN(CC1)CCOC 6,7-dimethoxy-N-[1-(2-methoxyethyl)piperidin-4-yl]-1,2,3,4-tetrahydroacridin-9-amine